N-(5-(2-(3,3-dimethylazetidin-1-yl)acetamido)-2-methylpyridin-3-yl)-2-(5-(hydroxymethyl)-3-methoxy-1-methyl-1H-pyrazol-4-yl)pyrazolo[5,1-b]thiazole-7-carboxamide CC1(CN(C1)CC(=O)NC=1C=C(C(=NC1)C)NC(=O)C=1C=NN2C1SC(=C2)C=2C(=NN(C2CO)C)OC)C